11,14-Dihydroxyoctacosanoic acid OC(CCCCCCCCCC(=O)O)CCC(CCCCCCCCCCCCCC)O